C(C)CC(CC(=O)[O-])=O.C(C)CC(CC(=O)[O-])=O.CC([O-])C.CC([O-])C.[Ti+4] titanium (IV) diisopropoxide bis(ethylacetoacetate)